CC1=C(OC2=C(C=C(C=C2C1=O)C)C(C)NC=1C(=NC=CC1)C=1C=C(C(=C(C=O)C1)O)F)N1CCOCC1 5-[3-[1-(3,6-dimethyl-2-morpholino-4-oxo-chromen-8-yl)ethylamino]-2-pyridyl]-3-fluoro-2-hydroxy-benzaldehyde